methyl 4-(4-methylpiperazin-1-ylmethyl)-3-trifluoromethylbenzoate CN1CCN(CC1)CC1=C(C=C(C(=O)OC)C=C1)C(F)(F)F